O=C1N(CC2=CC(=CC=C12)CN1CCN(CC1)C1=CC=C(C=C1)C=1C=NC=2N(C1)N=CC2C2=C1C=CC=NC1=CC=C2)C2C(NC(CC2)=O)=O 3-(1-Oxo-5-((4-(4-(3-(quinolin-5-yl)pyrazolo[1,5-a]pyrimidin-6-yl)phenyl)piperazin-1-yl)methyl)isoindoline-2-yl)piperidine-2,6-dione